1-[(3S)-1-(prop-2-enoyl)pyrrolidin-3-yl]Pyrazole-4-carboxamide C(C=C)(=O)N1C[C@H](CC1)N1N=CC(=C1)C(=O)N